C(\C(\C)=C\C)(=O)OCCC(C)CCC=C(C)C (E)-citronellyl tiglate